CC1OCCOCCN2N=CC(C3=NNC=4C=NC(OC1)=CC34)=C2 12-methyl-8,11,14-trioxa-4,5,16,19,20-pentaazatetracyclo[13.5.2.12,5.018,21]tricosa-1(20),2(23),3,15(22),16,18(21)-hexaene